methyl 3-[[[[(4-methoxy-6-methyl-1,3,5-triazin-2-yl)amino]carbonyl]amino]sulfonyl]-2-thiophenecarboxylate COC1=NC(=NC(=N1)C)NC(=O)NS(=O)(=O)C1=C(SC=C1)C(=O)OC